2-Amino-N-(4-bromophenyl)nicotinamide NC1=C(C(=O)NC2=CC=C(C=C2)Br)C=CC=N1